ClC1=CC=C(C=C1)C1=CC(=NC(=N1)C=1C=NC=CC1)NC1CCCC1 6-(4-chlorophenyl)-N-cyclopentyl-2-(pyridin-3-yl)pyrimidin-4-amine